(7S)-2-chloro-7-isopropyl-4,8-dimethyl-5,7-dihydropteridin-6-one ClC1=NC=2N([C@H](C(NC2C(=N1)C)=O)C(C)C)C